NC=1C=CC(=C2CCC(C12)=O)C1=CN=C2N1C=CC(=C2)F 7-amino-4-(7-fluoroimidazo[1,2-a]pyridin-3-yl)-2,3-dihydro-1H-inden-1-one